FC(OC1=CC=C(C(=O)C2=C(N=C(S2)N(C2=CC(=C(C=C2)F)F)[C@@H](C(=O)N)C)C)C=C1)F (R)-2-(N-[5-[4-(Difluoromethoxy)benzoyl]-4-methylthiazol-2-yl]-3,4-difluoroanilino)propanamid